CC1=C(NC(=C1CC)C)C=O 3,5-dimethyl-4-ethyl-2-pyrrolal